heptafluoro-3-(trifluoromethyl)sulfolane FC1(C(C(C(S1(=O)=O)(F)F)(C(F)(F)F)F)(F)F)F